C1=C(C=CC=2C3=CC=CC=C3NC12)CC(=O)NCC1=C(C(=CC=C1)Cl)Cl 2-(9H-carbazol-2-yl)-N-(2,3-dichlorobenzyl)acetamide